COC(C)C1(CCC1)C(=O)O 1-(1-methoxyethyl)cyclobutanecarboxylic acid